7-(trifluoromethyl)quinoxaline-2,3(1H,4H)-dione FC(C1=CC=C2NC(C(NC2=C1)=O)=O)(F)F